ClC=1C(=NC(=NC1)NC1=C(C=C(C=C1)N1CCC(CC1)N1CCN(CC1)C)OC)NC=1C=C(C=C2CCN(C12)S(=O)(=O)C)C 5-chloro-N2-(2-methoxy-4-(4-(4-methylpiperazin-1-yl)piperidin-1-yl)phenyl)-N4-(5-methyl-1-(methylsulfonyl)indolin-7-yl)pyrimidine-2,4-diamine